4-(4-methoxyphenyl)butan-2-amine COC1=CC=C(C=C1)CCC(C)N